5-(2,4-dioxotetrahydropyrimidin-1(2H)-yl)-2-(piperidin-4-yl)benzenesulfonyl fluoride O=C1N(CCC(N1)=O)C=1C=CC(=C(C1)S(=O)(=O)F)C1CCNCC1